The molecule is a chromenone that is 2,3-dihydro-7H-chromen-7-one substituted at position 3 by a 2-hydroxy-4-methoxyphenyl group. A reactive intermediate in the biosynthesis of medicarpin. It is a chromenone, a member of phenols and an aromatic ether. COC1=CC(=C(C=C1)[C@@H]2COC3=CC(=O)C=CC3=C2)O